3-(4-fluorophenyl)-N-(2-hydroxyethyl)-1-methyl-4-(phenylsulfonamido)-1H-pyrazole-5-carboxamide FC1=CC=C(C=C1)C1=NN(C(=C1NS(=O)(=O)C1=CC=CC=C1)C(=O)NCCO)C